P(=O)(OCC(C(Cl)(Cl)Cl)(Cl)Cl)([O-])[O-] trichlorodichloropropyl phosphate